N-[methyl[4-[5-(trifluoromethyl)-1,2,4-oxadiazol-3-yl]phenyl]-λ4-sulfanylidene]cyanamide CS(=NC#N)C1=CC=C(C=C1)C1=NOC(=N1)C(F)(F)F